aspartic acid tetrasodium salt [Na+].[Na+].[Na+].[Na+].N[C@@H](CC(=O)[O-])C(=O)[O-].N[C@@H](CC(=O)[O-])C(=O)[O-]